8-(2-{5-[(7R)-7-amino-2-azabicyclo[2.2.1]heptane-2-carbonyl]-7-methoxy-1-methyl-1H-1,3-benzodiazol-2-yl}-1-(cyclopropylmethyl)-1H-indol-6-yl)-2,8-diazaspiro[4.5]decan-3-one N[C@H]1C2N(CC1CC2)C(=O)C2=CC1=C(N(C(=N1)C=1N(C3=CC(=CC=C3C1)N1CCC3(CC(NC3)=O)CC1)CC1CC1)C)C(=C2)OC